C(#N)C1=C(OC2=CC=C3N=CC(=NC3=C2)OC2CCNCC2)C(=CC=C1NS(N(C)CC)(=O)=O)F 7-[2-cyano-3-[[ethyl(methyl)sulfamoyl]amino]-6-fluoro-phenoxy]-2-(4-piperidyloxy)quinoxaline